O=C1N(C(C=C1)=O)[C@H](CCCNC(CCOCCOCCOCCOCCOCCOCCOCCOC)=O)C(=O)ON1C(CCC1=O)=O 2,5-dioxopyrrolidin-1-yl (R)-31-(2,5-dioxo-2,5-dihydro-1H-pyrrol-1-yl)-26-oxo-2,5,8,11,14,17,20,23-octaoxa-27-azadotriacontan-32-oate